tert-Butyl 4-(4-bromo-1H-pyrazolo[3,4-c]pyridin-1-yl)piperidine-1-carboxylate BrC1=C2C(=CN=C1)N(N=C2)C2CCN(CC2)C(=O)OC(C)(C)C